4-O-β-D-Galactopyranosyl-α-D-glucose [C@@H]1([C@H](O)[C@@H](O)[C@@H](O)[C@H](O1)CO)O[C@H]1[C@@H]([C@H]([C@@H](O)O[C@@H]1CO)O)O